N-[3-[1-(2,2,2-Trifluoroethyl)pyrazolo[4,3-c]pyridin-6-yl]-1H-pyrazol-4-yl]spiro[2.5]octane-8-carboxamide FC(CN1N=CC=2C=NC(=CC21)C2=NNC=C2NC(=O)C2CCCCC21CC1)(F)F